C(C=C)(=O)O.C(C=C)(=O)O.C(CCCCCCCCC(=O)O)(=O)O sebacic acid diacrylate